CN(C)CC1=CC=C(C=C1)C1=CN(C2=NC=C(C=C21)N)C 3-(4-((dimethylamino)methyl)phenyl)-1-methyl-1H-pyrrolo[2,3-b]pyridin-5-amine